N[C@H](C(=O)O)CC1=CC=C(C=C1)C=1C(=NN(C1)C)NC(C1=CN=CC=C1)=O (S)-2-amino-3-(4-(1-methyl-3-(nicotinamido)-1H-pyrazol-4-yl)phenyl)propanoic acid